O[C@@H](C(=O)OCC[C@@H](C)O)C (R)-3-Hydroxybutyl (R)-2-hydroxypropanoate